N-[4-(1-carbamimidoyl-1,2,3,6-tetrahydropyridin-4-yl)phenyl]-4-(4-carbamimidoylpiperazin-1-yl)thiophene-2-carboxamide trifluoroacetate FC(C(=O)O)(F)F.C(N)(=N)N1CCC(=CC1)C1=CC=C(C=C1)NC(=O)C=1SC=C(C1)N1CCN(CC1)C(N)=N